butylamino-2-methoxyacridine C(CCC)NC1=C(C=CC2=NC3=CC=CC=C3C=C12)OC